ClC1=C(C=C(C=C1)N1C(C2(C3=NC(=CC=C31)C#N)CCCC2)=O)F 1'-(4-chloro-3-fluorophenyl)-2'-oxo-1',2'-dihydrospiro[cyclopentane-1,3'-pyrrolo[3,2-b]pyridine]-5'-carbonitrile